Nε-(N-Cbz-glycyl)lysine C(=O)(OCC1=CC=CC=C1)NCC(=O)NCCCC[C@H](N)C(=O)O